B1=CC=CC2=CC3=CC=CC=C3C=C12 boraanthracene